N,N'-diethyl-p-phenylenediamine C(C)NC1=CC=C(C=C1)NCC